N-(3,5,5-trimethylcyclohexyl)-N'-Phenyl-p-phenylenediamine CC1CC(CC(C1)(C)C)NC1=CC=C(C=C1)NC1=CC=CC=C1